COC1(CNC1)C 3-methoxy-3-methyl-azetidine